O=C1N(CCOC1)[C@H]1C(=NN(C1)C(=O)N[C@H](C)C=1C=NC(=NC1)C(F)(F)F)C1=CC=C(C=C1)C (R)-4-(3-oxomorpholin-4-yl)-3-(4-methylphenyl)-N-((R)-1-(2-(trifluoromethyl)pyrimidin-5-yl)ethyl)-4,5-dihydro-1H-pyrazole-1-carboxamide